FC1(CCC(CC1)C1=NC=CC(=C1NC(C1=CC=C(C=C1)C1(OCC1)C(F)(F)F)=O)C1=NNC=C1)F N-(2-(4,4-difluorocyclohexyl)-4-(1H-pyrazol-3-yl)pyridin-3-yl)-4-(2-(trifluoromethyl)oxetan-2-yl)benzamide